1,1,1,3,3,3-hexafluoropropan-2-yl (S)-1-((6-(trifluoromethyl)pyridin-2-yl)carbamoyl)-6-azaspiro[2.5]octane-6-carboxylate FC(C1=CC=CC(=N1)NC(=O)[C@H]1CC12CCN(CC2)C(=O)OC(C(F)(F)F)C(F)(F)F)(F)F